tert-Butyl 4-methoxy-2-(trifluoromethyl)-5,7-dihydro-6H-pyrrolo[3,4-d]pyrimidine-6-carboxylate COC=1C2=C(N=C(N1)C(F)(F)F)CN(C2)C(=O)OC(C)(C)C